1-(4-methoxybenzyl)-3-(2-(1-phenylcyclopropane-1-carbonyl)-2-azaspiro[3.3]heptan-6-yl)urea COC1=CC=C(CNC(=O)NC2CC3(CN(C3)C(=O)C3(CC3)C3=CC=CC=C3)C2)C=C1